BrC1=CC(=C(C(=C1)OCCCC=C)C1=CC(=CC=C1)[C@H](CC(=O)OC)NC([C@H](CC=C)N1C(C=CC=C1)=O)=O)C Methyl (S)-3-(4'-bromo-2'-methyl-6'-(pent-4-en-1-yloxy)-[1,1'-biphenyl]-3-yl)-3-((S)-2-(2-oxopyridin-1(2H)-yl)pent-4-enamido)propanoate